2-[[3-morpholinosulfonyl-6-(trifluoromethyl)-4-quinolyl]amino]benzoic acid O1CCN(CC1)S(=O)(=O)C=1C=NC2=CC=C(C=C2C1NC1=C(C(=O)O)C=CC=C1)C(F)(F)F